[Rh](Cl)(Cl)Cl.C(=O)(P(C1=CC=CC=C1)(C1=CC=CC=C1)C1=CC=CC=C1)P(C1=CC=CC=C1)(C1=CC=CC=C1)C1=CC=CC=C1 carbonylbis(triphenylphosphine) rhodium chloride